B(O)(O)C1=C(C=CC=C1)[Mn] (boronophenyl)manganese